tris(4-hydroxyphenyl)-propane OC1=CC=C(C=C1)C(CC)(C1=CC=C(C=C1)O)C1=CC=C(C=C1)O